(2-chloro-6-((trimethylsilyl)ethynyl)phenyl)pyrimidine-5-carboxamide ClC1=C(C(=CC=C1)C#C[Si](C)(C)C)C1=NC=C(C=N1)C(=O)N